benzofuran-2[3H]-one O1C(CC2=C1C=CC=C2)=O